L-serin methyl ester COC([C@@H](N)CO)=O